[Cl-].[Cl-].C1(=CC=CC=C1)C(C1=CC=CC=C1)=[Zr+2](C1=C(C(=CC=2C3=CC(=C(C=C3CC12)C1=CC=CC=C1)C(C)(C)C)C(C)(C)C)C1=CC=CC=C1)C1C=CC=C1 diphenylmethylene(cyclopentadienyl)(2,7-diphenyl-3,6-di-tert-butylfluorenyl)zirconium dichloride